S(=O)(CC(C(=O)ON1C(CCC1=O)=O)C)CC(C(=O)ON1C(CCC1=O)=O)C Bis(2,5-dioxopyrrolidin-1-yl) 3,3'-sulfinylbis(2-methylpropanoate)